2',5'-dibromo-4,4'-di-tert-butyl-1,1':4',1''-terphenyl BrC1=C(C=C(C(C1)(C1=CC=CC=C1)C(C)(C)C)Br)C1=CC=C(C=C1)C(C)(C)C